(1H-imidazol-1-yl)-1H-pyrrolo[3,2-b]pyridine-7-carboxylic acid N1(C=NC=C1)N1C=CC2=NC=CC(=C21)C(=O)O